1-(4-(5-bromo-3-(2,5-dimethyl-1H-pyrrol-1-yl)-1H-pyrazol-1-yl)phenyl)-4-(methylsulfonyl)piperazine BrC1=CC(=NN1C1=CC=C(C=C1)N1CCN(CC1)S(=O)(=O)C)N1C(=CC=C1C)C